ascorbic acid, ascorbate salt O=C1C(O)=C(O)[C@H](O1)[C@@H](O)CO.O=C1C(O)=C(O)[C@H](O1)[C@@H](O)CO